6-(trifluoromethyl)-3,4-dihydro-spiro[benzo[b][1,4]oxazine-2,1'-cyclopropane] FC(C1=CC2=C(OC3(CC3)CN2)C=C1)(F)F